(S)-4-Chloro-N-(1-(4-hydroxypiperidin-1-yl)-3-methylbutan-2-yl)-N-methylbenzamide ClC1=CC=C(C(=O)N(C)[C@H](CN2CCC(CC2)O)C(C)C)C=C1